N-[4-(4-Aminopiperidine-1-carbonyl)-3-chloro-phenyl]-5-(2,3-difluoro-4-methoxy-phenyl)-1-methyl-imidazole-2-carboxamide formate C(=O)O.NC1CCN(CC1)C(=O)C1=C(C=C(C=C1)NC(=O)C=1N(C(=CN1)C1=C(C(=C(C=C1)OC)F)F)C)Cl